ClCC1(CO1)C1=CC=CC=C1 2-(chloromethyl)-2-phenyl ethylene oxide